6-bromo-N-(3-bromophenyl)-1H-indole-2-carboxamide BrC1=CC=C2C=C(NC2=C1)C(=O)NC1=CC(=CC=C1)Br